COC1=CC=C(C=N1)C=1C(=NC=CC1OC1=C(N=C(S1)C)C1=CC=CC=C1)N (6-methoxypyridin-3-yl)-4-((2-methyl-4-phenylthiazol-5-yl)oxy)pyridin-2-amine